C(C)(C)(C)OC(CNC(=O)C1=CC=C(C=C1)S(=O)(=O)N1CCC(CC1)C1=CC=C(OCCOCCOCCOCCOCCOCCOCCC(=O)O)C=C1)=O 1-(4-(1-((4-((2-(tert-butoxy)-2-oxoethyl)carbamoyl)phenyl)sulfonyl)piperidin-4-yl)phenoxy)-3,6,9,12,15,18-hexaoxahenicosan-21-oic acid